C(C1=CC=CC=C1)OC=1C=CC2=C(C(=C(O2)C)C(=O)N[C@H]2CN(CC2)C)C1 (R)-5-(benzyloxy)-2-methyl-N-(1-methylpyrrolidin-3-yl)benzofuran-3-carboxamide